C(C)(C)(C)OC(=O)N1CC(CC1)(F)C1=C(C2=C(N=CN=C2Cl)N1C)C1=CC=C(C=C1)OC1=NC(=CC=C1)C 3-(4-chloro-7-methyl-5-(4-((6-methylpyridin-2-yl)oxy)phenyl)-7H-pyrrolo[2,3-d]pyrimidin-6-yl)-3-fluoropyrrolidine-1-carboxylic acid tert-butyl ester